O=C(C(=O)NC=1C2=C(C=NC1)C=NN2COCC[Si](C)(C)C)N2[C@H](CC[C@@H](C2)C)C=2C=CC1=C(N=C(S1)C1(CCN(CC1)C)O)C2 2-oxo-2-[(2R,5S)-2-[2-(4-hydroxy-1-methyl-4-piperidyl)-1,3-benzothiazol-5-yl]-5-methyl-1-piperidyl]-N-[1-(2-trimethylsilylethoxymethyl)pyrazolo[4,3-c]pyridin-7-yl]acetamide